3-cyclopropyl-5-(8-(2-(methylsulfonyl)ethyl)-5,6,7,8-tetrahydro-[1,2,4]triazolo[4,3-a]pyrazin-3-yl)-1,2,4-thiadiazole C1(CC1)C1=NSC(=N1)C1=NN=C2N1CCNC2CCS(=O)(=O)C